FC=1C=CC2=C(C=CO2)C1C=1C=NOC1 5-fluoro-4-(isoxazol-4-yl)benzofuran